O=C1NC(CCC1N1C(N(C2=C1C=CC=C2)C)=O)=O 1-(2,6-dioxo-3-piperidyl)-3-methyl-2-oxo-benzoimidazole